tert-Butyl {3-[({[(2S,5R)-6-benzyloxy-7-oxo-1,6-diazabicyclo[3.2.1]oct-2-yl] carbonyl}amino)oxy]propyl}carbamate C(C1=CC=CC=C1)ON1[C@@H]2CC[C@H](N(C1=O)C2)C(=O)NOCCCNC(OC(C)(C)C)=O